(12Z)-17-(5-methyl-3,4-dihydro-2H-quinoxalin-1-yl)-8-oxa-2,15,21,22-tetrazatetracyclo[13.6.2.13,7.019,23]tetracosa-1(21),3,5,7(24),12,17,19,22-octaen-16-one CC1=C2NCCN(C2=CC=C1)C=1C(N2C\C=C/CCCOC=3C=CC=C(NC4=NC=C(C1)C2=N4)C3)=O